N1=C(Cl)N=C(Cl)N=C1Cl trans-cyanuric chloride